C1(=CCCCC1)C1=C(C=CC(=O)NC(=N)N)C=CC=C1 2-(Cyclohex-1-en-1-yl)cinnamoylguanidin